BrC1=CC=CC(=N1)C=1N(C(=NN1)SC1C(CCC1)=O)C(C)C 2-((5-(6-bromopyridin-2-yl)-4-isopropyl-4H-1,2,4-triazol-3-yl)thio)cyclopentan-1-one